1-(1-(3-bromo-5-fluorophenyl)ethyl)-4-(3-((1R,4R)-4-hydroxycyclohexyl)-1H-indazol-5-yl)pyridin-2(1H)-one BrC=1C=C(C=C(C1)F)C(C)N1C(C=C(C=C1)C=1C=C2C(=NNC2=CC1)C1CCC(CC1)O)=O